FC=1C=C(C=C(C1)F)C1=NOC(C1)(C(=O)Cl)C 3-(3,5-difluorophenyl)-5-methyl-4H-isoxazole-5-carbonyl chloride